N-(4-fluorophenyl)-N-propynyl-propioamide FC1=CC=C(C=C1)N(C(CC)=O)C#CC